CC1=C(C=CC=C1C)C1=C(C=C2C(=N1)C(=NN2)C=2C=CC(=NC2)N2CCC1(CNC(O1)=O)CC2)OC 8-(5-(5-(2,3-dimethylphenyl)-6-methoxy-1H-pyrazolo[4,3-b]pyridin-3-yl)pyridin-2-yl)-1-oxa-3,8-diazaspiro[4.5]decan-2-one